2-Isopropyl-2,3,4,5-tetrahydrobenzo[f][1,4]oxazepine C(C)(C)C1OC2=C(CNC1)C=CC=C2